3-(3-(cyanomethyl)piperazin-1-yl)-1-(2,6-dimethylmorpholino)-6-(naphthalen-1-yl)-5,6,7,8-tetrahydro-2,6-naphthyridine-4-carbonitrile Hydrochloride Cl.C(#N)CC1CN(CCN1)C=1N=C(C=2CCN(CC2C1C#N)C1=CC=CC2=CC=CC=C12)N1CC(OC(C1)C)C